C[C@@H]1N(C[C@H](NC1)C)C1=CC(=NC2=C(N=CC=C12)C1=CC=NN1)N1CCOCC1 4-[(trans)-2,5-dimethylpiperazin-1-yl]-2-(morpholin-4-yl)-8-(1H-pyrazol-5-yl)-1,7-naphthyridine